3-(2-(tert-butoxy)-2-oxoethyl)-2-imino-5-methoxy-2,3-dihydrobenzo[d]thiazole-6-carboxylic acid methyl ester COC(=O)C1=CC2=C(N(C(S2)=N)CC(=O)OC(C)(C)C)C=C1OC